Propan-2-yl 2-({[(1S)-1-(4-cyanophenyl)ethyl]carbamoyl}oxy)-3-(pyrimidin-2-yl)propanoate C(#N)C1=CC=C(C=C1)[C@H](C)NC(=O)OC(C(=O)OC(C)C)CC1=NC=CC=N1